N-tert.-Butyl-4-[[2-(3,4-dichlorophenyl)acetyl]amino]pyridin C(C)(C)(C)N1CC=C(C=C1)NC(CC1=CC(=C(C=C1)Cl)Cl)=O